C(C)N1C=NC=C1CNC=1C=C(C(=O)OC)C=CC1[N+](=O)[O-] methyl 3-{[(1-ethyl-1H-imidazol-5-yl) methyl] amino}-4-nitrobenzoate